BrCC1=CC=C(C(=C1C(=O)OC(C)(C)C)C1CCC(CC1)(F)F)F tert-butyl 6-(bromomethyl)-2-(4,4-difluorocyclohexyl)-3-fluorobenzoate